9-((4-(difluoromethoxy)phenyl)sulfonyl)-6-oxa-2,9-diazaspiro[4.5]decane FC(OC1=CC=C(C=C1)S(=O)(=O)N1CCOC2(CCNC2)C1)F